ClC=1C=C(NC1Cl)C(=O)N[C@H](C(=O)N[C@@H](C[C@H]1C(NCCC1)=O)C#N)CC1CC1 4,5-dichloro-N-[(1S)-2-[[(1S)-1-cyano-2-[(3S)-2-oxo-3-piperidyl]ethyl]amino]-1-(cyclopropylmethyl)-2-oxo-ethyl]-1H-pyrrole-2-carboxamide